ClC1=C(C=C(OC2CCC3(CN(C3)C(=O)C3CC(C3)(C)O)CC2)C=C1)OC (7-(4-Chloro-3-methoxyphenoxy)-2-azaspiro[3.5]nonan-2-yl)((1s,3s)-3-hydroxy-3-methylcyclobutyl)methanon